(Z)-3-CHLORO-3-(4-NITROPHENYL)ACRYLALDEHYDE Cl\C(=C/C=O)\C1=CC=C(C=C1)[N+](=O)[O-]